N=1C(NC=C2C1OC=C2)=O 2H,3H-furo[2,3-d]pyrimidin-2-one